tert-butyl {4-[3-chloro-10-[2-(prop-2-yn-1-yloxy)ethyl]-11-oxo-10,11-dihydro-5H-dibenzo[b,e][1,4]diazepin-5-yl]butyl}imidodicarbonate ClC=1C=CC2=C(N(C3=C(N(C2=O)CCOCC#C)C=CC=C3)CCCCN(C(=O)OC(C)(C)C)C(=O)[O-])C1